3-(cyanomethylene)azetidin-1-carboxylic acid benzyl ester C(C1=CC=CC=C1)OC(=O)N1CC(C1)=CC#N